di-chloro(pentamethylcyclopentadienyl)rhodium Cl[Rh](C1(C(=C(C(=C1C)C)C)C)C)Cl